CC1=NNC2=C1C=NC(=C2)C=2C=NN1C2N=CC=C1 3-Methyl-6-(pyrazolo[1,5-a]pyrimidin-3-yl)-1H-pyrazolo[4,3-c]pyridine